2-(6-(4-(4-(5-((2-(2,6-dioxopiperidin-3-yl)-1,3-dioxoisoindolin-4-yl)amino)pentyl)piperazin-1-yl)piperidin-1-yl)-1-oxoisoindolin-2-yl)-2-phenyl-N-(thiazol-2-yl)acetamide O=C1NC(CCC1N1C(C2=CC=CC(=C2C1=O)NCCCCCN1CCN(CC1)C1CCN(CC1)C1=CC=C2CN(C(C2=C1)=O)C(C(=O)NC=1SC=CN1)C1=CC=CC=C1)=O)=O